N1(CCCC1)C1=CCCCC1 1-(1-pyrrolidinyl)-1-cyclohexene